methyl (2S)-2-[[2-(7-chloro-1H-indole-2-carbonyl)-2-azaspiro[4.5]decane-3-carbonyl]amino]-3-(5,5-dimethyl-2-oxo-pyrrolidin-3-yl)propanoate ClC=1C=CC=C2C=C(NC12)C(=O)N1CC2(CC1C(=O)N[C@H](C(=O)OC)CC1C(NC(C1)(C)C)=O)CCCCC2